4-[2-[4-[5-methyl-1-[[3-(trifluoromethyl)phenyl]methyl]pyrazol-3-yl]piperazin-1-yl]ethyl]morpholine CC1=CC(=NN1CC1=CC(=CC=C1)C(F)(F)F)N1CCN(CC1)CCN1CCOCC1